C(CCCCCCCCC)C1OCC(O1)COC(=O)NCCCS(=O)(=O)[O-].[Na+] Sodium 3-((((2-decyl-1,3-dioxolan-4-yl)methoxy)carbonyl)amino)propane-1-sulfonate